N-(5-(4-(trifluoromethyl)phenethoxy)-1H-indol-3-yl)thiazole-2-carboxamide FC(C1=CC=C(CCOC=2C=C3C(=CNC3=CC2)NC(=O)C=2SC=CN2)C=C1)(F)F